N-((4-chloro-2-(4-chloro-3-(trifluoromethyl)phenyl)pyrimidin-5-yl)methyl)-1-cyanocyclopropane-1-carboxamide ClC1=NC(=NC=C1CNC(=O)C1(CC1)C#N)C1=CC(=C(C=C1)Cl)C(F)(F)F